C(C)C=1C(=C(N=NC1CC)SC1=CC(=CC=C1)F)C#N 5,6-diethyl-3-[(3-fluorophenyl)sulfanyl]pyridazine-4-carbonitrile